rac-(3S)-3-[4,6-difluoro-5-(4-hydroxy-4-piperidyl)-1-oxo-isoindolin-2-yl]piperidine-2,6-dione FC1=C2CN(C(C2=CC(=C1C1(CCNCC1)O)F)=O)[C@@H]1C(NC(CC1)=O)=O |r|